CN1N=C2C=C(C=CC2=C1)C=1SC2=C(N1)SC(=C2)C2CCN(CC2)C(=O)OC(C)(C)C Tert-butyl 4-[2-(2-methylindazol-6-yl)thieno[2,3-d][1,3]thiazol-5-yl]piperidine-1-carboxylate